N[C@H](C(=O)OC)CO methyl (S)-2-amino-3-hydroxypropionate